B(O)(O)O ortho-boric acid